O1C(C=C2C1=CC=CO2)=O Furopyrone